BrCCP(O)(O)=O.P(=O)(OCC)(OCC)OCCBr diethyl 2-bromoethyl phosphate (2-bromoethyl)phosphonate